COC(=O)[C@@H]1C(=C([C@H]1C1=CC=CC=C1)C1=CC(=CC=C1)OC)C1SCCCS1 Trans-2-(1,3-dithian-2-yl)-3-(3-methoxyphenyl)-4-phenylcyclobut-2-ene-1-carboxylic acid methyl ester